3-((S)-8-azaspiro[4.5]dec-3-ylamino)-N-methylbenzenesulfonamide C1C[C@@H](CC12CCNCC2)NC=2C=C(C=CC2)S(=O)(=O)NC